(9-ethyl-9H-carbazole-3,6-diyl)bis(phenylmethanone) C(C)N1C2=CC=C(C=C2C=2C=C(C=CC12)C(=O)C1=CC=CC=C1)C(=O)C1=CC=CC=C1